C1(CC1)C=1N=CC(=NC1)C(C)O 1-(5-cyclopropylpyrazin-2-yl)ethanol